Tertiary-butyl hydroperoxide C(C)(C)(C)OO